C(C)(C)C1=C(OC(=C1)C)C=CC(=O)O.C(C)(C)OC(\C=C\C=1OC(=CC1)C)=O isopropyl-E-3-(5-methyl-2-furanyl)acrylate (isopropyl 5-methyl-2-furanacrylate)